(3S,4S)-1-((1R)-1-cyclopropyl-ethyl)-4-{[5-(2,4-difluoro-phenyl)-isoxazole-3-carbonyl]-amino}-piperidine-3-carboxylic acid dimethylamide CN(C(=O)[C@H]1CN(CC[C@@H]1NC(=O)C1=NOC(=C1)C1=C(C=C(C=C1)F)F)[C@H](C)C1CC1)C